C1(CC(CCC)O1)=O β-Caprolactone